ACETIC ACID-13C2 [13C]([13CH3])(=O)O